CC1([C@H](C1)C(=O)N1CC2(C1)CN(C[C@@H]2COCC2=NC(=CC=C2)C2CCOCC2)C(=O)C2=CN=CS2)C ((R)-2-((S)-2,2-dimethylcyclopropane-1-carbonyl)-8-(((6-(tetrahydro-2H-pyran-4-yl)pyridin-2-yl)methoxy)methyl)-2,6-diazaspiro[3.4]octan-6-yl)(thiazol-5-yl)methanone